3-amino-3-{[3-(butyryloxy)-1-methoxy-1-oxoprop-2-yl]carbamoyl}propanoic acid NC(CC(=O)O)C(NC(C(=O)OC)COC(CCC)=O)=O